(2S,5S)-4-Oxo-5-(2-phenylacetylamino-acetylamino)-1,2,4,5,6,7-hexahydro-azepino[3,2,1-hi]indole-2-carboxylic acid (1H-[1,2,3]triazol-4-ylmethyl)-amide N1N=NC(=C1)CNC(=O)[C@H]1N2C3=C(C=CC=C3C1)CC[C@@H](C2=O)N(C(C)=O)NC(CC2=CC=CC=C2)=O